ClC1=C(C=2N=C(N=C(C2C=N1)N1CC(CCC1)(O)C)OC[C@]12CCCN2C[C@@H](C1)F)F 1-(7-chloro-8-fluoro-2-(((2R,7aS)-2-fluorohexahydro-1H-pyrrolizin-7a-yl)methoxy)pyrido[4,3-d]pyrimidin-4-yl)-3-methylpiperidin-3-ol